O1CC(C1)OC(=O)C1CN(CCN1)C(=O)OC(C)(C)C Piperazine-1,3-dicarboxylic acid 1-tert-butyl 3-oxetan-3-yl ester